ClC=1C=C(C(=O)N[C@H](C(=O)NC2(CC2)C#N)CC2=NC3=C(N2C)C=CC=C3)C=CC1 (S)-3-chloro-N-(1-((1-cyanocyclopropyl)amino)-3-(1-methyl-1H-benzo[d]imidazol-2-yl)-1-oxopropan-2-yl)benzamide